3-methylbenzonitrile hydrochloride Cl.CC=1C=C(C#N)C=CC1